4-[2-(difluoromethoxy)-4-methylphenyl]-N-[(3R)-1-methylpiperidin-3-yl]-6,7-dihydro-5H-cyclopenta[d]pyridazin-1-amine formate C(=O)O.FC(OC1=C(C=CC(=C1)C)C1=C2C(=C(N=N1)N[C@H]1CN(CCC1)C)CCC2)F